ClC1=CC=C(C=C1)C1OC(=C(C1=O)OS(=O)(=O)CC1=CC(=CC=C1)C)N 2-(4-chlorophenyl)-4-[[3-methylphenylmethylsulfonyl]oxy]-5-amino-3(2H)-furanone